1-(6-bromo-5-chlorothiazolo[4,5-b]pyridin-2-yl)piperidin-3-ol BrC=1C=C2C(=NC1Cl)N=C(S2)N2CC(CCC2)O